5-Methyl-2-[4-[(3S)-3-pyrazin-2-ylisoxazolidine-2-carbonyl]-1-piperidyl]pyrimidine-4-carboxamide CC=1C(=NC(=NC1)N1CCC(CC1)C(=O)N1OCC[C@H]1C1=NC=CN=C1)C(=O)N